C1=CC=C(C=C1)[C@H](CO)N R-(-)-2-phenylglycinol